C1=CC=CC=2C3=CC=CC=C3N(C12)C1=CC=C(C=C1)C=1C=CC=2N(C3=CC=CC=C3C2C1)C1=CC=C(C=C1)C1=C(C(=C(C(=N1)N1C2=C(C=3C=CC=CC13)N=CC=C2)N2C1=C(C=3C=CC=CC23)N=CC=C1)C1=C(C=CC=C1)C1=NC(=CC=C1)C)N1C2=C(C=3C=CC=CC13)N=CC=C2 5,5',5''-(6-(4-(3-(4-(9H-carbazol-9-yl)phenyl)-9H-carbazol-9-yl)phenyl)-4-(2-(6-methylpyridin-2-yl)phenyl)pyridine-2,3,5-triyl)tris(5H-pyrido[3,2-b]indole)